8-methyl-2-(3-methylazetidine-1-carbonyl)-7-(3-(trifluoromethyl)-7,8-dihydro-1,6-naphthyridin-6(5H)-yl)-4H-pyrimido[1,2-b]pyridazin-4-one CC1=CC=2N(N=C1N1CC=3C=C(C=NC3CC1)C(F)(F)F)C(C=C(N2)C(=O)N2CC(C2)C)=O